1-(endo-3-((4-((4-([1,2,4]Triazolo[1,5-a]pyridin-7-yloxy)-3-methylphenyl)amino)-8,9-dihydrofuro[2,3-h]quinazolin-6-yl)oxy)-8-azabicyclo[3.2.1]octan-8-yl)prop-2-en-1-one N=1C=NN2C1C=C(C=C2)OC2=C(C=C(C=C2)NC2=NC=NC1=C3C(=C(C=C21)OC2CC1CCC(C2)N1C(C=C)=O)OCC3)C